(R)-3-butyl-7-chloro-3-ethyl-8-hydroxy-5-phenyl-2,3,4,5-tetrahydro-1,5-benzothiazepine 1,1-dioxide C(CCC)[C@]1(CS(C2=C(N(C1)C1=CC=CC=C1)C=C(C(=C2)O)Cl)(=O)=O)CC